Ethyl 5-(4-ethyl-2-fluorophenyl)-1-(1-methylpiperidin-4-yl)pyrazole-4-carboxylate C(C)C1=CC(=C(C=C1)C1=C(C=NN1C1CCN(CC1)C)C(=O)OCC)F